BrC1(CC=2C=CC=C(C2C=C1)C1=CC=CC2=CC=CC=C12)Br 6,6-dibromo-1,1'-binaphthyl